N-(4-(6-fluoro-3,4-dihydroisoquinolin-2(1H)-yl)-2,6-dimethylphenyl)-4-methylisothiazole-5-carboxamide FC=1C=C2CCN(CC2=CC1)C1=CC(=C(C(=C1)C)NC(=O)C1=C(C=NS1)C)C